tert-butyl (S)-(1-((4-(1,2-dimethyl-6-oxo-1,6-dihydropyridin-3-yl)-3,5-difluorophenyl)amino)-1-oxo-3,3-diphenylpropan-2-yl)carbamate CN1C(=C(C=CC1=O)C1=C(C=C(C=C1F)NC([C@H](C(C1=CC=CC=C1)C1=CC=CC=C1)NC(OC(C)(C)C)=O)=O)F)C